O1CC[C@@H](C2=CC=CC=C12)NC(=O)C1=CC2=C(N=C(S2)N2CCNCC2)C=C1OC (S)-N-(chroman-4-yl)-5-methoxy-2-(piperazin-1-yl)benzo[d]thiazole-6-carboxamide